C1(CC1)C1=C(C(=NO1)C1=C(C=CC=C1)OC(F)(F)F)COC1C[C@H]2CC[C@@H](C1)N2C=2SC1=C(N2)C(=CC(=C1)C(=O)O)F 2-[(1R,5S)-3-[[5-Cyclopropyl-3-[2-(trifluoromethoxy)phenyl]-1,2-oxazol-4-yl]methoxy]-8-azabicyclo[3.2.1]octan-8-yl]-4-fluoro-1,3-benzothiazole-6-carboxylic acid